R-Lactate C([C@H](O)C)(=O)[O-]